CC=1COCCC1 3-Methyl-5,6-dihydro-2H-pyran